(S)-N,N-dimethyl-1-(3-(5-methyl-3,4,5,6-tetrahydropyridin-2-yl)phenyl)methanamine CN(CC1=CC(=CC=C1)C1=NC[C@H](CC1)C)C